ClC=1C=CC2=C(C(=NCC(N2CC2CC2)=O)C2=CC=CC=C2)C1 7-chloro-1-(cyclopropylmethyl)-5-phenyl-1H-1,4-benzodiazepin-2(3H)-one